FC1=C(C=C(C=C1)F)[C@@H]1N(CCC1)C1=NC=2N(C=C1)N=C(C2NC(=S)N[C@@H]2[C@@H](C2)F)F 1-(5-((R)-2-(2,5-difluorophenyl)pyrrolidin-1-yl)-2-fluoropyrazolo[1,5-a]pyrimidin-3-yl)-3-((1S,2R)-2-fluorocyclopropyl)thiourea